CC1=C(C(=CC=C1)C)C1=NC(=NC(=C1)OC1=CC=C(C=C1)P(=O)(C)C)NS(=O)(=O)C=1C=NN(C1)C N-[4-(2,6-dimethylphenyl)-6-(4-dimethylphosphorylphenoxy)pyrimidin-2-yl]-1-methyl-pyrazole-4-sulfonamide